C(CCCCOC1=CC(=C(C=C1OC)C(=O)N1[C@@H](CC(C1)=C)CO)[N+](=O)[O-])OC1=CC(=C(C=C1OC)C(=O)N1[C@@H](CC(C1)=C)CO)[N+](=O)[O-] (S)-((pentane-1,5-diylbis(oxy))bis(5-methoxy-2-nitro-4,1-phenylene))bis(((S)-2-(hydroxymethyl)-4-methylenepyrrolidin-1-yl)methanone)